C(CCCCCCCCCCCCCCCCCCC)(=O)OC[C@@H](OC(CCCCCCCCCCCCCCCCCCC)=O)COP(=O)(O)O 1,2-di-arachidoyl-sn-glycero-3-phosphate